CC1=NC(=CC(=C1)C=1NC2=CC=C(C=C2C1C(C)C)C1CCN(CC1)CC(=O)NCCO)C 2-(4-(2-(2,6-dimethylpyridin-4-yl)-3-isopropyl-1H-indol-5-yl)piperidin-1-yl)-N-(2-hydroxyethyl)acetamide